N[C@H]1CCC2=CC(=CC=C12)N1C(=NC=2C1=NC(=CC2)N2N=CC=N2)C=2C(=NC=CC2)N (S)-3-(3-(1-amino-2,3-dihydro-1H-inden-5-yl)-5-(2H-1,2,3-triazol-2-yl)-3H-imidazo[4,5-b]pyridin-2-yl)pyridin-2-amine